2-(2-isopropyl-5-methylcyclohexyl)-2-(3-fluoro-3-isopentyl-6-methylheptyl)-1,3-diethoxypropane C(C)(C)C1C(CC(CC1)C)C(COCC)(COCC)CCC(CCC(C)C)(CCC(C)C)F